[Cl-].CC1=C(C=CC=C1)CC[NH3+] methylbenzeneethanaminium chloride